C(CCCCCCCCCCCCCCCCCCCCCCCCCCCCC)C(=O)O triacontancarboxylic acid